FC(OC=1C(=NC=CC1)CN1C(C(=CC2=C1N=C(N=C2)C)N2CCNCC2)=O)F 8-((3-(difluoromethoxy)pyridin-2-yl)methyl)-2-methyl-6-(piperazin-1-yl)pyrido[2,3-d]pyrimidin-7(8H)-one